N1C=CC=2C1=NC(=CC2)N2C(CCC2)C(=O)N (1H-pyrrolo[2,3-b]pyridin-6-yl)pyrrolidine-2-carboxamide